ClC1=CC=C(C=C1)C1=C2C(=C(N=N1)NCC1OCCC1)C=CN=C2 4-(4-chlorophenyl)-N-((tetrahydrofuran-2-yl)methyl)pyrido[4,3-d]pyridazin-1-amine